C(C=C)N1N(C2=NC(=NC=C2C1=O)NC1=CC(=CC=C1)N1N=CC=C1)C1=NC(=CC=C1)OC1CCN(CC1)C 2-allyl-1-[6-(1-methyl-4-piperidyloxy)-2-pyridyl]-6-[m-(1-pyrazolyl)phenylamino]-1,2-dihydro-3H-1,2,5,7-tetraazainden-3-one